(bromoethynyl)-2-(4-(((cis)-3-hydroxy-3-methylcyclobutyl)amino)phthalazin-1-yl)phenol BrC#CC=1C(=C(C=CC1)O)C1=NN=C(C2=CC=CC=C12)NC1CC(C1)(C)O